1-(2-chlorophenyl)-7-cyclopropyl-4-((2,2-difluoroethyl)amino)-2-oxo-1,2-dihydro-quinazoline-6-carbonitrile ClC1=C(C=CC=C1)N1C(N=C(C2=CC(=C(C=C12)C1CC1)C#N)NCC(F)F)=O